4-phenyl-1,1,1-trifluoro-3-butyn-2-one C1(=CC=CC=C1)C#CC(C(F)(F)F)=O